tert-butyl N-[2-[(2-bromophenyl) methyl-methyl-amino]ethyl]-N-methyl-carbamate BrC1=C(C=CC=C1)CN(CCN(C(OC(C)(C)C)=O)C)C